N-[5-[[2-(7-azabicyclo[2.2.1]heptan-7-yl)acetyl]amino]-2-methyl-3-pyridyl]-6-(5,6-dihydro-4H-pyrrolo[1,2-b]pyrazol-3-yl)triazolo[1,5-a]pyridine-3-carboxamide C12CCC(CC1)N2CC(=O)NC=2C=C(C(=NC2)C)NC(=O)C=2N=NN1C2C=CC(=C1)C1=C2N(N=C1)CCC2